1-(4-((1-cyclobutylpiperidin-4-yl)oxy)phenyl)-3-cyclohexylurea C1(CCC1)N1CCC(CC1)OC1=CC=C(C=C1)NC(=O)NC1CCCCC1